C(C1=CC=CC=C1)SC1=CC=C(C=C1)NC([C@H](CC1=NC=CC=C1)NC(C1=CC=C(C=C1)F)=O)=O (S)-N-(1-(4-(benzylthio)phenylamino)-1-oxo-3-(pyridin-2-yl)propan-2-yl)-4-fluorobenzamide